C(CCCCCCC\C=C/CCCCCCCC)(=O)O.C(CCCCCCC\C=C/CCCCCCCC)(=O)O.C(C(C)N)N propylenediamine dioleate